C(C)OC(=O)C=1C(C=C2N(C(CC3=CC(=C(C=C23)OC)C=2C=NN(C2)CCCC(=O)OCC)C(C)(C)C)C1)=O 6-tert-butyl-9-[1-(4-ethoxy-4-oxobutyl)-1H-pyrazol-4-yl]-10-methoxy-2-oxo-6,7-dihydro-2H-pyrido[2,1-a]isoquinoline-3-carboxylic acid ethyl ester